C(C)N1C2=C([C@H]([C@H](C1=O)NC(C1=CC(=CC=C1)C(F)(F)F)=O)C1=CC=C(C=C1)F)C(=NN2C2=CC=CC=C2)C(C(=O)OCC)=C |r| rac-ethyl 2-((4R,5R)-7-ethyl-4-(4-fluorophenyl)-6-oxo-1-phenyl-5-(3-(trifluoromethyl)benzamido)-4,5,6,7-tetrahydro-1H-pyrazolo[3,4-b]pyridine-3-yl)acrylate